7-(2-Acrylamidophenyl)-2-(p-tolyl)-4,5,6,7-tetrahydropyrazolo[1,5-a]pyrimidine-3-carboxamide C(C=C)(=O)NC1=C(C=CC=C1)C1CCNC=2N1N=C(C2C(=O)N)C2=CC=C(C=C2)C